tert-butyl (2-(4-(5-((2-methoxyethyl)amino)pyrazolo[1,5-a]pyrimidin-3-yl)benzamido)ethyl)carbamate COCCNC1=NC=2N(C=C1)N=CC2C2=CC=C(C(=O)NCCNC(OC(C)(C)C)=O)C=C2